COC=1C=C(C=C(C1)OC)C=1C=C2CCC3(C(C2=CC1)NC(O[C@@H]1CN2CCC1CC2)=O)CC3 (S)-quinuclidin-3-yl (6'-(3,5-dimethoxyphenyl)-3',4'-dihydro-1'H-spiro[cyclopropane-1,2'-naphthalen]-1'-yl)carbamate